COC1=C(C=C(C=C1)C1=CC=C(C=C1)C1(CC1)C(=O)OC)S(NC=1C=NC=2CCNC(C2C1)=O)(=O)=O Methyl 1-(4'-methoxy-3'-(N-(5-oxo-5,6,7,8-tetrahydro-1,6-naphthyridin-3-yl)sulfamoyl)-[1,1'-biphenyl]-4-yl)cyclopropane-1-carboxylate